ClC=1C=C(C(=NC1O[C@H]1CCC2=C(C=CC=C12)C1=CC2=C(OCCO2)C=C1)OC)CN1C[C@H](CCC1)C(=O)O (S)-1-((5-chloro-6-(((S)-4-(2,3-dihydrobenzo[b][1,4]dioxin-6-yl)-2,3-dihydro-1H-inden-1-yl)oxy)-2-methoxypyridin-3-yl)methyl)piperidine-3-carboxylic acid